C(C)(C)(C)[O-].[Na+] Natrium tert-butanolat